(5'S,7a'R)-5'-(3,5-difluorophenyl)-1-[5-(propan-2-yl)-1,2-oxazole-4-carbonyl]-tetrahydro-3'H-spiro-[piperidine-4,2'-pyrrolo[2,1-b][1,3]-oxazol]-3'-one FC=1C=C(C=C(C1)F)[C@@H]1CC[C@H]2OC3(C(N21)=O)CCN(CC3)C(=O)C=3C=NOC3C(C)C